2-((2r,3s)-3-aminotetrahydrofuran-2-yl)-3-bromo-5-chloro-N-(thiophen-2-ylmethyl)thieno[3,2-b]pyridin-7-amine formate C(=O)O.N[C@@H]1[C@@H](OCC1)C1=C(C2=NC(=CC(=C2S1)NCC=1SC=CC1)Cl)Br